C(N)(OCCCN1C=NC(=C1)Br)=O (3-(4-bromo-1H-imidazol-1-yl) propyl) carbamate